CC(C)OC1=NC=CC(=C1)C(=O)NC1CCC(CC1)NC1=CC=CC=2N1C=C(N2)C(F)(F)F 2-(propan-2-yloxy)-N-[(1s,4s)-4-{[2-(trifluoromethyl)imidazo[1,2-a]pyridin-5-yl]amino}cyclohexyl]pyridine-4-carboxamide